1-(2-((2-((3-chloro-2-fluorophenylmethyl)amino)-2-oxoethyl)(isopropyl)amino)-2-oxoethyl)-5-(piperidine-1-carbonyl)-1H-indazole-3-carboxamide ClC=1C(=C(C=CC1)CNC(CN(C(CN1N=C(C2=CC(=CC=C12)C(=O)N1CCCCC1)C(=O)N)=O)C(C)C)=O)F